NC(CCC(=O)[O-])C#N.FC(F)(F)N(S=O)C(F)(F)F.[Li+] lithium bis(trifluoromethyl)sulfinamide gamma-amino-gamma-cyanobutyrate